FC1=C(OC2=NC=NC3=CC(=C(C=C23)NC(\C=C\C)=O)OC)C=CC(=C1)NC(=O)NCCC1=CC(=CC=C1)F (E)-N-(4-(2-fluoro-4-(3-(3-fluorophenethyl)ureido)phenoxy)-7-methoxyquinazolin-6-yl)-2-butenamide